vinyltributoxysilane C(=C)[Si](OCCCC)(OCCCC)OCCCC